COC1=C(C(=O)O\N=C\C2=CC(=C(C=C2)OC)O)C=CC=C1 (E)-3-hydroxy-4-methoxybenzaldehyde O-(2-methoxybenzoyl) oxime